4-hydroxy-3-trifluoromethyl-benzonitrile OC1=C(C=C(C#N)C=C1)C(F)(F)F